N-(2-((3S,4R)-3,4-difluoropyrrolidin-1-yl)-4-(2-fluorophenyl)pyridin-3-yl)-2-isopropylpyrimidine-5-carboxamide F[C@H]1CN(C[C@H]1F)C1=NC=CC(=C1NC(=O)C=1C=NC(=NC1)C(C)C)C1=C(C=CC=C1)F